C(C)(C)(C)OC(=O)N1CC=2C(N(C=3N=CC=CC3C2CC1)CC1=CC(=NN1C)C)=O.O=C1NN=C(C2=CC=CC=C12)CCCCC 5-(4-oxo-3,4-dihydro-phthalazin-1-yl)pentane tert-butyl-6-((1,3-dimethyl-1H-pyrazol-5-yl)methyl)-5-oxo-1,4,5,6-tetrahydropyrido[3,4-C][1,8]naphthyridine-3(2H)-carboxylate